nickel-cobalt tetrasulfide [Co](=S)(=S)(=S)=S.[Ni]